C[Si](C)(C)NS(=O)(=O)CC trimethylsilyl-ethylsulfonamide